3-benzyl-6-(2-methylbenzyl)-2,3,4,6-tetrahydropyrido[3,4-c][1,8]naphthyridin-5(1H)-one C(C1=CC=CC=C1)N1CC=2C(N(C=3N=CC=CC3C2CC1)CC1=C(C=CC=C1)C)=O